OC1=C(C=C(C=C1C1=CC(=CC=C1O)CC(=O)O)CC(=O)O)OC 2,2'-(6,6'-dihydroxy-5-methoxy-[1,1'-biphenyl]-3,3'-diyl)diacetic acid